4-[[6-(2-methoxyethoxymethyl)-3-pyridyl]sulfonimidoyl]benzoic Acid COCCOCC1=CC=C(C=N1)S(=O)(=N)C1=CC=C(C(=O)O)C=C1